Diimidazopyridin N1=CN=C2C1=C1C(C=N2)=NC=N1